CN1N=C(N=C1)CN1N=CC2=NC=C(C=C21)C2=CC(=CC=C2)C(F)(F)F 1-[(1-Methyl-1,2,4-triazol-3-yl)methyl]-6-[3-(trifluoromethyl)phenyl]pyrazolo[4,3-b]pyridine